(S)-5-(L-leucyl)-N-((S)-3-oxo-1-((S)-2-oxopyrrolidin-3-yl)-4-(trifluoromethoxy)butan-2-yl)-5-azaspiro[2.4]heptane-6-carboxamide N[C@@H](CC(C)C)C(=O)N1CC2(CC2)C[C@H]1C(=O)N[C@@H](C[C@H]1C(NCC1)=O)C(COC(F)(F)F)=O